difluoro-2-(3-methylpyridin-2-yl)acetamide FC(C(=O)N)(C1=NC=CC=C1C)F